1-((6-cyclopropylimidazo[1,2-a]pyridin-2-yl)methyl)-1H-1,2,3-triazole-4-carboxylic acid C1(CC1)C=1C=CC=2N(C1)C=C(N2)CN2N=NC(=C2)C(=O)O